ClC=1C=C(C=C(C1)SCC)NC(=O)C1=CN(C(=C1)C1=NC=C(C=C1F)C)C N-(3-chloro-5-(ethylsulfanyl)phenyl)-5-(3-fluoro-5-methylpyridin-2-yl)-1-methyl-1H-pyrrole-3-carboxamide